(3,4-dichlorophenyl)-4-fluoroaniline ClC=1C=C(C=CC1Cl)NC1=CC=C(C=C1)F